1,2,4-oxadiazole-5-methylamine hydrochloride Cl.O1N=CN=C1CN